[Na].[Na].FC(COC1=NC(=CC(=C1)N1C(C2=C(N=C(N=C2)C=2N=CSC2)CC1)C)F)F 4-[6-[2-(2,2-difluoroethoxy)-6-fluoro-4-pyridyl]-5-methyl-7,8-dihydro-5H-pyrido[4,3-d]pyrimidin-2-yl]thiazole Disodium